C(C=C)OC=1C=C(C=C(C1OC)OC)[C@@H](C(=O)N1[C@H](CCCC1)C(=O)O[C@@H](CCC1=CC(=C(C=C1)OC)OC)C1=CC(=CC=C1)OCC=C)C1CCCCC1 (S)-(R)-1-(3-(allyloxy)phenyl)-3-(3,4-dimethoxyphenyl)propyl 1-((S)-2-(3-(allyloxy)-4,5-di-methoxy-phenyl)-2-cyclohexylacetyl)piperidine-2-carboxylate